N1(C=NC=C1)C1=CC(=NC=C1)C(=O)NC1C(CCCC1)C 4-(1H-imidazol-1-yl)-N-(2-methylcyclohexyl)picolinamide